BrC1C(CCC(C(CCC(C1Br)Br)Br)Br)Br 1,2,5,6,9,10-hexabromocyclodecane